CS(=O)(=O)C1CN(C1)C(=O)O[C@@H]1CC[C@H](CC1)C(N(C[C@@H]1CC[C@H](CC1)C1=NC(=C(C=C1)OC)C)C1=NC=CC(=C1)C=1N=C(OC1)C(C)C)=O trans-4-((4-(2-Iso-propyloxazol-4-yl)-pyridine-2-yl)((trans-4-(5-methoxy-6-methylpyridin-2-yl)-cyclohexyl)methyl)-carbamoyl)cyclohexyl 3-(methyl-sulfonyl)azetidine-1-carboxylate